(7-bromo-6-chloro-2,8-difluoroquinazolin-4-yl)-N,N-dimethyl-5,6,7,8-tetrahydro-4H-pyrazolo[1,5-a][1,4]diazepine-2-carboxamide BrC1=C(C=C2C(=NC(=NC2=C1F)F)C=1C(=NN2C1CNCCC2)C(=O)N(C)C)Cl